C(C)(C)(C)C1=CC2=CC(=C3C=C(C=C4C(=C(C(=C1)C2=C43)C4=CC=C(C=C4)OC)C4=CC=C(C=C4)OC)C(C)(C)C)C4=CC=C(C=C4)OC 2,7-di-tert-butyl-4,5,9-tris(4-methoxyphenyl)-pyrene